(R)-5-(Difluoromethyl)-2-(3-(5-(3-hydroxy-1-methyl-2-oxopyrrolidin-3-yl)isoxazol-3-yl)phenyl)thiazole-4-carboxamide FC(C1=C(N=C(S1)C1=CC(=CC=C1)C1=NOC(=C1)[C@]1(C(N(CC1)C)=O)O)C(=O)N)F